5-(5-methylisoxazol-4-yl)-1,3,4-oxadiazol CC1=C(C=NO1)C1=NN=CO1